1-(tert-butyl) 2-methyl 4-oxopyrrolidine-1,2-dicarboxylate O=C1CC(N(C1)C(=O)OC(C)(C)C)C(=O)OC